ClC1=C(C=CC(=N1)NN1C(C(=C(C1=O)C)CCC(=O)OC)=O)C(F)(F)F.CN(CCNCCN(C)C)C [2-(dimethylamino) ethyl]-N,N-dimethyl ethylenediamine Methyl 3-(1-{[6-chloro-5-(trifluoromethyl)(2-pyridyl)] amino}-4-methyl-2,5-dioxoazolin-3-yl)propanoate